C(C1=CC=CC=C1)N(C1=NC=2N(C(=C1)C=1C=NNC1)N=C(C2)C(=O)NC2=CC(=CC=C2)OC)C 5-(benzyl(methyl)amino)-N-(3-methoxyphenyl)-7-(1H-pyrazol-4-yl)pyrazolo[1,5-a]pyrimidine-2-carboxamide